(4-((1-(3,5-dichlorophenyl)piperidin-4-yl)oxy)-1H-1,2,3-triazol-5-yl)methanol 2,2,2-trifluoroacetate FC(C(=O)O)(F)F.ClC=1C=C(C=C(C1)Cl)N1CCC(CC1)OC=1N=NNC1CO